OC[C@H](C)N1C=NC2=C(C1=O)C=C(N=C2C=2C=NN(C2)C)C=2C=NC(=CC2)C(F)(F)F (S)-3-(1-hydroxy-prop-2-yl)-8-(1-methyl-1H-pyrazol-4-yl)-6-(6-(trifluoromethyl)pyridin-3-yl)pyrido[3,4-d]pyrimidin-4(3H)-one